8-(2-chlorophenyl)-N-(6-morpholinylpyridin-3-yl)quinazolin-2-amine ClC1=C(C=CC=C1)C=1C=CC=C2C=NC(=NC12)NC=1C=NC(=CC1)N1CCOCC1